(4S,5S)-4-(2-fluoroethyl)-5-(hydroxymethyl)pyrrolidin-2-one FCC[C@@H]1CC(N[C@@H]1CO)=O